S1CCC(CC1)C(=O)OC1CN(C1)C=1N=C(C2=C(N1)CC[S+]2[O-])N(C2CCOCC2)C [1-[4-[methyl(tetra-hydropyran-4-yl)amino]-5-oxido-6,7-dihydro-thieno[3,2-d]pyrimidin-5-ium-2-yl]azetidin-3-yl] tetrahydro-thiopyran-4-carboxylate